C(#N)C1=CC=2N(N=C1)C(=CC2)C2=NC=C(C(=O)NC[C@H](C(C)(C)O)F)C(=C2)NC2CCC(CC2)C=2OC(=NN2)C2CC2 6-(3-cyanopyrrolo[1,2-b]pyridazin-7-yl)-4-(((1r,4R)-4-(5-cyclopropyl-1,3,4-oxadiazol-2-yl)cyclohexyl)amino)-N-((R)-2-fluoro-3-hydroxy-3-methylbutyl)nicotinamide